CN1C(=C(C2=CC=C(C=C12)C(N[C@@H](C)C1=CC=C(C=C1)C(F)(F)F)=O)CC1=CC=C(OC(C(=O)O)(C)C)C=C1)C (S)-2-(4-((1,2-dimethyl-6-((1-(4-(trifluoromethyl)phenyl)ethyl)carbamoyl)-1H-indol-3-yl)methyl)phenoxy)-2-methylpropanoic acid